S1C(=CC=C1)C1=NOC(=N1)C1CNC1 3-(3-(thiophen-2-yl)-1,2,4-oxadiazol-5-yl)azetidin